tert-Butyl 4-[3-(4-bromo-5-methylpyrazol-1-yl)azetidin-1-yl]-3,3-difluoropiperidine-1-carboxylate BrC=1C=NN(C1C)C1CN(C1)C1C(CN(CC1)C(=O)OC(C)(C)C)(F)F